C(C)(C)[C@@H](CC(=O)O)CCC(C)=O (3R)-3-isopropyl-6-oxoheptanoic acid